O=C1NC(CCC1N1C(C2=CC=C(C=C2C1)NC(=O)C=1N=C(N(C1)C1=CC=CC=C1)C)=O)=O N-(2-(2,6-dioxopiperidin-3-yl)-1-oxoisoindolin-5-yl)-2-methyl-1-phenyl-1H-imidazole-4-carboxamide